3-[(1S)-1-(5,7-difluoro-3-methyl-1-benzofuran-2-yl)-2,2,2-trifluoroethyl]-1-[6-(3-hydroxyazetidin-1-yl)pyridin-3-yl]urea FC=1C=C(C2=C(C(=C(O2)[C@@H](C(F)(F)F)NC(NC=2C=NC(=CC2)N2CC(C2)O)=O)C)C1)F